C(C=C)(=O)N1[C@H](CN(C[C@H]1C)C=1C2=C(N(C(N1)=O)C=1C(=NC=CC1SC)C(C)C)N=C(C(=C2)F)C2=C(C=CC=C2O)F)C 4-((3s,5r)-4-propenoyl-3,5-dimethylpiperazin-1-yl)-6-fluoro-7-(2-fluoro-6-hydroxyphenyl)-1-(2-isopropyl-4-(methylsulfanyl)pyridin-3-yl)pyrido[2,3-d]pyrimidin-2(1H)-one